FC1=CC=C2C=CC=NC2=C1C=1C=CC(=NC1CCC(C)C)N 5-(7-fluoroquinolin-8-yl)-6-isopentylpyridin-2-amine